N-(3,4-dimethylphenyl)-2-(methoxymethyl)-6-({[2-(trifluoromethyl)phenyl]carbonyl}amino)-1H-benzoimidazole-4-carboxamide CC=1C=C(C=CC1C)NC(=O)C1=CC(=CC=2NC(=NC21)COC)NC(=O)C2=C(C=CC=C2)C(F)(F)F